(2-((S)-2-Hydroxypropoxy)pyrimidin-5-yl)carbamic acid O[C@H](COC1=NC=C(C=N1)NC(O)=O)C